(R)-3-(1-(6-bromopyridin-2-yl)-1H-1,2,3-triazol-4-yl)-4,4-difluoro-3-hydroxy-1-methylpyrrolidin-2-one BrC1=CC=CC(=N1)N1N=NC(=C1)[C@]1(C(N(CC1(F)F)C)=O)O